(2S,3R,4S,5R)-2-((E)-2-(tetradecylimino)propyl)tetrahydro-2H-pyran-3,4,5-triol C(CCCCCCCCCCCCC)\N=C(\C[C@@H]1OC[C@H]([C@@H]([C@H]1O)O)O)/C